C(N)(=O)OC(=O)CC(CC(=O)[O-])C(=O)[O-] Carbamoylpropan-1,2,3-tricarboxylat